4-(6-bromo-1,3-benzothiazol-2-yl)-4-azatricyclo[5.2.1.02,6]dec-8-ene-3,5-dione BrC1=CC2=C(N=C(S2)N2C(C3C4C=CC(C3C2=O)C4)=O)C=C1